NC1=C(C=C(N=N1)C1=C(C=CC=C1)O)N1CC2CCC(C1)N2C2=CC(=NC=C2)C#CCN2CCC21CCOCC1 2-[6-amino-5-[8-[2-[3-(7-oxa-1-azaspiro[3.5]nonan-1-yl)prop-1-ynyl]-4-pyridyl]-3,8-diazabicyclo[3.2.1]octan-3-yl]pyridazin-3-yl]phenol